4-(3,6,9,12,15-penta-oxaoctacosyloxy)-4-ethoxy-5,8,11,14,17,20-hexaoxa-4-silatritriacontane-1-thiol C(COCCOCCOCCOCCOCCCCCCCCCCCCC)O[Si](CCCS)(OCCOCCOCCOCCOCCOCCCCCCCCCCCCC)OCC